C1C2N(CCN1C(C(=O)N1CCN(C3=CC=CC=C13)C1=CC=CC=C1)C)CCC2 2-(hexahydropyrrolo[1,2-a]pyrazin-2(1H)-yl)-1-(4-phenyl-3,4-dihydroquinoxalin-1(2H)-yl)propan-1-one